N-(4-(4-(3-methyl-2,5-dioxopyrrolidin-1-yl)-2-(6-methyl-7-oxo-6,7-dihydro-1H-pyrrolo[2,3-c]pyridin-4-yl)phenoxy)phenyl)isobutyramide CC1C(N(C(C1)=O)C1=CC(=C(OC2=CC=C(C=C2)NC(C(C)C)=O)C=C1)C=1C2=C(C(N(C1)C)=O)NC=C2)=O